tert-butyl 3-(((trifluoromethyl) sulfonyl) oxy)-8-azabicyclo[3.2.1]oct-2-ene-8-carboxylate FC(S(=O)(=O)OC1=CC2CCC(C1)N2C(=O)OC(C)(C)C)(F)F